(R)-N-(1-(4-chloro-3-fluorophenyl)pyrrolidin-3-yl)-N-methylmethanesulfonamide ClC1=C(C=C(C=C1)N1C[C@@H](CC1)N(S(=O)(=O)C)C)F